Cl.CN1C=C(C[C@H](N)C(=O)OCC(F)(F)F)C2=CC=CC=C12 2,2,2-Trifluoroethyl 1-methyl-L-tryptophanate hydrochloride